1-phenyl-N-[[2-(1-piperidinyl)-4-pyridinyl]methyl]methylamine C1(=CC=CC=C1)CNCC1=CC(=NC=C1)N1CCCCC1